BrC=1C=CC(=NC1)CN1CCC(CC1)F 5-bromo-2-((4-fluoropiperidin-1-yl)methyl)pyridine